OC(C(=O)C1=CC=C(C=C1)COCCO)C 2-hydroxy-4'-(2-hydroxyethoxy)methyl-propiophenone